C([O-])(O)=O.[Na+].C[Ge+](CC)C.C([O-])(O)=O Dimethyl-ethyl-germanium sodium bicarbonate